Cl.ClCC1=NC2=C(N1CC1=CN=CN1C)C=C(C=C2)C(=O)OC methyl 2-(chloromethyl)-1-[(1-methyl-1H-imidazol-5-yl) methyl]-1H-benzoimidazole-6-carboxylate hydrochloride